2-(1-(3-chloro-5-cyanophenyl)-1H-pyrazol-4-yl)-N-(5-cyclopropyl-1H-pyrazol-3-yl)propanamide ClC=1C=C(C=C(C1)C#N)N1N=CC(=C1)C(C(=O)NC1=NNC(=C1)C1CC1)C